[3-(6,8-difluoroimidazo[1,2-a]pyridin-3-yl)-1H-pyrazolo[4,3-c]pyridin-6-yl]-(1,4-oxaazepan-4-yl)methanone FC=1C=C(C=2N(C1)C(=CN2)C2=NNC1=C2C=NC(=C1)C(=O)N1CCOCCC1)F